COC=1C(=NC(=CN1)OC)C=1CC2C(CN(C2)C(=O)C2=C(C=CC=C2C=2SC=CN2)F)C1 [5-(3,6-dimethoxypyrazin-2-yl)-3,3a,4,6a-tetrahydrocyclopenta[c]pyrrol-2(1H)-yl][2-fluoro-6-(thiazol-2-yl)phenyl]methanone